N-(9H-fluoren-9-ylmethoxycarbonyl)-1,2-ethylenediamine C1=CC=CC=2C3=CC=CC=C3C(C12)COC(=O)NCCN